3-(benzyloxy)-6,7-dihydro-isoquinolin-8(5H)-one C(C1=CC=CC=C1)OC=1N=CC=2C(CCCC2C1)=O